FC(C(C)(C)O)(F)C=1C=C(C=CC1)[C@@H](C)NC1=NC(=NC2=CC3=C(C=C12)N(C(C3(C)C)=O)C)C |r| (R/S)-4-((1-(3-(1,1-difluoro-2-hydroxy-2-methylpropyl)phenyl)ethyl)amino)-2,6,8,8-tetramethyl-6,8-dihydro-7H-pyrrolo[2,3-g]quinazolin-7-one